methyl 4-(1-(4-bromo-6,7-difluoro-1H-indol-5-yl)ethyl)pyridine-2-carbimidothioate BrC1=C2C=CNC2=C(C(=C1C(C)C1=CC(=NC=C1)C(=N)SC)F)F